N1-(5-methyl-4-(6-phenylimidazo[1,2-a]pyridin-3-yl)pyrimidin-2-yl)cyclohexane-1,4-diamine CC=1C(=NC(=NC1)NC1CCC(CC1)N)C1=CN=C2N1C=C(C=C2)C2=CC=CC=C2